2-(7-oxabicyclo[4.1.0]hept-3-yl)ethyltrimethoxysilan C12CC(CCC2O1)CC[Si](OC)(OC)OC